3,4-dibromoacetophenone CC(=O)C1=CC(=C(C=C1)Br)Br